C(#N)C1=CC=C(C=C1)C1=C(N=C2N1C=C(C=C2)C(=O)NCCNC)C2=CC=C(C=C2)C 3-(4-Cyanophenyl)-N-(2-(methylamino)ethyl)-2-(p-tolyl)imidazo[1,2-a]pyridine-6-carboxamide